2,2'-(2-((3-(3-aminopropoxy)-4'-(diphenylamino)-[1,1'-biphenyl]-4-yl)methylene)-1H-indene-1,3(2H)-diyl)diacrylonitrile NCCCOC=1C=C(C=CC1C=C1C(C2=CC=CC=C2C1C(C#N)=C)C(C#N)=C)C1=CC=C(C=C1)N(C1=CC=CC=C1)C1=CC=CC=C1